2-mercaptoethoxypropoxysilane SCCOCCCO[SiH3]